(Z)-1-(2-Hydroxy-4-phenylmethoxyphenyl)-3-(4-phenylmethoxyphenyl)prop-2-en-1-one OC1=C(C=CC(=C1)OCC1=CC=CC=C1)C(\C=C/C1=CC=C(C=C1)OCC1=CC=CC=C1)=O